tert-butyl 4-(5-(4-(2-(2-((tert-butoxycarbonyl)(2,2,2-trifluoroethyl)amino)pyridin-4-yl)oxazole-4-carboxamido)-3-carbamoyl-1H-pyrazol-1-yl)pyridin-2-yl)piperazine-1-carboxylate C(C)(C)(C)OC(=O)N(C1=NC=CC(=C1)C=1OC=C(N1)C(=O)NC=1C(=NN(C1)C=1C=CC(=NC1)N1CCN(CC1)C(=O)OC(C)(C)C)C(N)=O)CC(F)(F)F